O(S(=O)(=O)C(F)(F)F)C1=NC(=C(C2=C1CCC2)C2=C(C=C(C=C2OCCOC)F)F)C2=NN1C([C@H](NCC1)C)=C2 (R)-4-(2,4-difluoro-6-(2-methoxyethoxy) phenyl)-3-((R)-4-methyl-4,5,6,7-tetrahydropyrazolo[1,5-a]pyrazin-2-yl)-6,7-dihydro-5H-cyclopenta[c]pyridin-1-yl triflate